2-[[6-[(2,5-Dichloropyrimidin-4-yl)amino]-8-[3-[(3r,5s)-4,4-difluoro-5-methyl-3-piperidinyl]propoxy]-1-methyl-2-oxo-3-quinolinyl]oxy]-N-methylacetamide ClC1=NC=C(C(=N1)NC=1C=C2C=C(C(N(C2=C(C1)OCCC[C@@H]1CNC[C@@H](C1(F)F)C)C)=O)OCC(=O)NC)Cl